3-Bromo-5-[[2-(morpholin-4-yl)ethyl]amino]-1-[(3S)-1-(prop-2-enoyl)pyrrolidin-3-yl]pyrazole-4-carboxamide BrC1=NN(C(=C1C(=O)N)NCCN1CCOCC1)[C@@H]1CN(CC1)C(C=C)=O